BrC1=CC=C(OCCC[C@H](C(=O)OC(C)(C)C)O)C=C1 tert-butyl (R)-5-(4-bromophenoxy)-2-hydroxypentanoate